Tert-butyl ((3S,4S)-1-(7-cyano-5-fluoro-2,3-dimethyl-1H-indol-4-yl)-4-fluoropiperidin-3-yl)carbamate C(#N)C=1C=C(C(=C2C(=C(NC12)C)C)N1C[C@@H]([C@H](CC1)F)NC(OC(C)(C)C)=O)F